C(#C)C=1C=C(C(=O)NC2=CC(=C(C=C2)CNCCN2CCN(CC2)C2=CC=CC=C2)C(F)(F)F)C=CC1C 3-ethynyl-4-methyl-N-(4-(((2-(4-phenylpiperazin-1-yl)ethyl)amino)methyl)-3-(trifluoromethyl)phenyl)benzamide